Cl.Cl.N1=CC(=CC2=CC=CC=C12)CN Quinoline-3-ylmethylamine dihydrochloride